C1(=CC=CC=C1)C1(CNCCC1)NS(=O)(=O)C1=CC=C(C=C1)OC(F)(F)F N-(3-phenyl-3-piperidinyl)-4-(trifluoromethoxy)benzenesulfonamide